4-amino-2'-chloro-4'-methyl-[1,1'-biphenyl]-3-carboxylic acid methyl ester COC(=O)C=1C=C(C=CC1N)C1=C(C=C(C=C1)C)Cl